NC=1N=NC(=CC1N1CCN(CC1)C1=NC=CC(=C1)CCC(=O)O)Cl 3-(2-(4-(3-amino-6-chloropyridazin-4-yl)piperazin-1-yl)pyridin-4-yl)propanoic acid